C1OCC[C@@H]2C1=C[C@@H]1CCCN21 (4aR,8aS,9aR)-hexahydro-1H,3H-pyrano[3,4-b]pyrrolizin